O=C1NC(CCC1N1C(C2=CC=C(C=C2C1=O)N1CCN(CC1)CCOCCCN(C(OC(C)(C)C)=O)C)=O)=O tert-butyl N-[3-(2-[4-[2-(2,6-dioxopiperidin-3-yl)-1,3-dioxoisoindol-5-yl]piperazin-1-yl]ethoxy) propyl]-N-methylcarbamate